CN1C=C(C2=CC=CC=C12)C1=NC(=NC=C1)C1(CC=2C(=CC=NC2C=C1)N)N 6-(4-(1-methyl-1H-indol-3-yl)pyrimidin-2-yl)quinoline-4,6-diamine